C(#N)N1C2C(CC1CC2)NC(=O)C2=CC1=C(N(C=N1)C1=NC=CC(=N1)C)C=C2 endo-N-(7-cyano-7-azabicyclo[2.2.1]heptan-2-yl)-1-(4-methyl-2-pyrimidinyl)-1H-benzimidazole-5-carboxamide